5-(4-cyclohexylphenyl)-3-[3-(fluoromethyl)azetidine-1-carbonyl]-2-pyrazin-2-yl-4H-pyrazolo[1,5-a]pyrimidin-7-one C1(CCCCC1)C1=CC=C(C=C1)C=1NC=2N(C(C1)=O)N=C(C2C(=O)N2CC(C2)CF)C2=NC=CN=C2